C1(CC1)C[C@@H](CNS(=O)(=O)C1=CC=C(C=C1)[N+](=O)[O-])NC (S)-N-(3-cyclopropyl-2-(methylamino)propyl)-4-nitrobenzenesulfonamide